C1(CCCC1)C1=C(C=C(C=C1)[C@H](C)NC1=NC=CC2=C1CN(C2=O)CC)F (S)-4-((1-(4-cyclopentyl-3-fluorophenyl)ethyl)amino)-2-ethyl-2,3-dihydro-1H-pyrrolo[3,4-c]pyridin-1-one